5,6-diethyldecane C(C)C(CCCC)C(CCCC)CC